ethyl (S)-3-(3-(2,5-dimethyl-1H-pyrrol-1-yl)phenyl)-3-(3-(4-hydroxy-1,5-dimethyl-2-oxo-1,2-dihydropyridin-3-yl) ureido)propanoate CC=1N(C(=CC1)C)C=1C=C(C=CC1)[C@H](CC(=O)OCC)NC(=O)NC=1C(N(C=C(C1O)C)C)=O